6-(4-(4-fluorophenoxy)phenyl)-4-((pyrimidin-2-ylmethyl)amino)picolinamide FC1=CC=C(OC2=CC=C(C=C2)C2=CC(=CC(=N2)C(=O)N)NCC2=NC=CC=N2)C=C1